bis[(trifluoromethyl)sulfonyl]amide FC(S(=O)(=O)[N-]S(=O)(=O)C(F)(F)F)(F)F